3-(5-Chloro-2-hydroxy-4-methylphenyl)-4-fluoro-N-methyl-N-(thiophen-2-ylmethyl)benzamide ClC=1C(=CC(=C(C1)C=1C=C(C(=O)N(CC=2SC=CC2)C)C=CC1F)O)C